2'-chloro-5'-methoxy-6-methyl-N-(5-(2-methyl-6-(trifluoromethoxy)nicotinoyl)-5,6-dihydro-4H-pyrrolo[3,4-d]thiazol-2-yl)-[4,4'-bipyridine]-3-carboxamide ClC1=NC=C(C(=C1)C1=C(C=NC(=C1)C)C(=O)NC=1SC2=C(N1)CN(C2)C(C2=C(N=C(C=C2)OC(F)(F)F)C)=O)OC